FC=1C(=CC(=NC1)OC)C1=CC(=NN1)C(=O)C1=C(C=CC=C1)N1[C@H](C[C@@H](CC1)C(=O)NC1CCC(CC1)(C(F)(F)F)O)C (2S,4R)-1-(5-(5-fluoro-2-methoxypyridin-4-yl)-1H-pyrazole-3-carbonyl-Phenyl)-N-((1r,4r)-4-hydroxy-4-(trifluoromethyl)cyclohexyl)-2-methylpiperidine-4-carboxamide